C(C1=CC=CC=C1)C=1C(=NC2=CC=C(C=C2C1)Br)OC C3-benzyl-6-bromo-2-methoxyquinoline